isopropylidene-4,4'-bicyclohexyl C(C)(C)=C1CCC(CC1)C1CCCCC1